C(=O)=C(C(=O)O)C(CO)(C)C 2-carbonyl-3,3-dimethyl-4-hydroxybutyric acid